NCCOCCOCCN 1,8-Diamino-3,6-dioxaoctan